N1,N1-dimethyl-N4-[6-phenyl-2-(3-piperidinyl)pyrimidin-4-yl]Benzene-1,4-diamine CN(C1=CC=C(C=C1)NC1=NC(=NC(=C1)C1=CC=CC=C1)C1CNCCC1)C